COC1=CC(=NC=C1C1=CC=CC=C1)C(=O)N1CCC(CC1)C=1C=CC(=NC1)N 5-[1-(4-methoxy-5-phenylpyridine-2-carbonyl)piperidin-4-yl]pyridin-2-amine